ClC=1C(=C(C=CC1F)N(C(CN(C1=NN=NN1CC1=CC=C(C=C1)OC)C1=NC(=CC(=N1)CF)C(F)(F)F)=O)C)F N-(3-chloro-2,4-difluorophenyl)-2-((4-(fluoromethyl)-6-(trifluoromethyl)pyrimidin-2-yl)(1-(4-methoxybenzyl)-1H-tetrazol-5-yl)amino)-N-methylacetamide